C1(CCCC1)NC(OC1=CC(=C(C=C1)O)C=1C=NC=C(C1)C1=NC=NN1)=O 3-(5-(1H-1,2,4-triazol-5-yl)pyridin-3-yl)-4-hydroxyphenyl cyclopentylcarbamate